C1(CC1)C1=C(CC(C(C2=C1C=CC=C2)CC2=CC(=C(C=C2)C)F)=O)C(=O)O 9-cyclopropyl-5-(3-fluoro-4-methylbenzyl)-6-oxo-6,7-dihydro-5H-benzo[7]annulene-8-carboxylic acid